5-[(3S)-3-[4-(3-ethynyl-1-tetrahydropyran-2-yl-indazol-5-yl)-2-methyl-pyrazol-3-yl]oxybutoxy]-1-methyl-pyrazole-3-carboxylic acid ethyl ester C(C)OC(=O)C1=NN(C(=C1)OCC[C@H](C)OC=1N(N=CC1C=1C=C2C(=NN(C2=CC1)C1OCCCC1)C#C)C)C